NC=1SC2=C(N1)C(=CC(=C2)C(=O)OC)C2CC1CCC(C2)O1 methyl 2-amino-4-[8-oxabicyclo[3.2.1]octan-3-yl]-1,3-benzothiazole-6-carboxylate